C1(C=CC(N1C1=CC=C(C=C1)CCCC(=O)ON1C(CCC1=O)=O)=O)=O Succinimidyl 4-(p-maleimido-phenyl)butyrate